C(#N)C1=C2C[C@H](C(NC2=CC=C1)=O)[C@@H](C)NCCC=1C(=CC(=C(C1)CC(=O)O)C)C |o1:5| 2-(5-(2-(((R)-1-((S or R)-5-cyano-2-oxo-1,2,3,4-tetrahydroquinolin-3-yl)ethyl)amino)ethyl)-2,4-dimethylphenyl)acetic acid